[1,2,4]triazolo[1,5-a]pyrazine N=1C=NN2C1C=NC=C2